C(C)C(C(=O)O)(CC(=O)O)CC 2,2-diethylsuccinic acid